2,5-dibromotert-butylbenzene tert-butyl-2-(4,4,5,5-tetramethyl-1,3,2-dioxaborolan-2-yl)-6-azaspiro[3.4]oct-2-ene-6-carboxylate C(C)(C)(C)OC(=O)N1CC2(C=C(C2)B2OC(C(O2)(C)C)(C)C)CC1.BrC1=C(C=C(C=C1)Br)C(C)(C)C